COC(C)(OC)OC Trimethoxyethane